C(C)[C@@H]1N(C[C@H](N(C1)C(C)C1=C(C=CC=C1)OC)CC)C=1C=2C(N(C(C1)=O)C)=CN(N2)CC#N 2-(7-((2S,5R)-2,5-diethyl-4-(1-(2-methoxyphenyl)ethyl)piperazin-1-yl)-4-methyl-5-oxo-4,5-dihydro-2H-pyrazolo[4,3-b]pyridin-2-yl)acetonitrile